2,2,2-Trichloroethyl (3-cyclopropyl-2-(trifluoromethyl)-6,7-dihydro-5H-cyclopenta[b]pyridin-4-yl)carbamate C1(CC1)C=1C(=C2C(=NC1C(F)(F)F)CCC2)NC(OCC(Cl)(Cl)Cl)=O